tert-butyl 4-[5-[(4-chloro-2-fluoro-phenyl)methoxy]pyrazol-1-yl]piperidine-1-carboxylate ClC1=CC(=C(C=C1)COC1=CC=NN1C1CCN(CC1)C(=O)OC(C)(C)C)F